(S)-2-(((S)-6-chloro-8-fluoro-1,2,3,4-tetrahydronaphthalen-2-yl)amino)-N-(1-(2-methyl-1-(neopentylamino)propan-2-yl)-1H-imidazol-4-yl)pentanamide dihydrobromide salt Br.Br.ClC=1C=C2CC[C@@H](CC2=C(C1)F)N[C@H](C(=O)NC=1N=CN(C1)C(CNCC(C)(C)C)(C)C)CCC